(R)-3-(((6-((4-cyclohexylphenyl)(methyl)amino)-1,2,3,4-tetrahydroisoquinolin-1-yl)methyl)amino)isonicotinic acid C1(CCCCC1)C1=CC=C(C=C1)N(C=1C=C2CCN[C@H](C2=CC1)CNC1=C(C(=O)O)C=CN=C1)C